CS(=O)(=O)OCC1=CC(=C(C=C1)Br)COC1=C(C=CC(=C1)CO[Si](C)(C)C(C)(C)C)OC (4-bromo-3-((5-((tert-butyl(dimethyl)silyl)oxymethyl)-2-methoxy-phenoxy)methyl)phenyl)methyl methanesulfonate